FC1(CC(CC1)CN1N=C(C(=C1)C(F)(F)F)OC)F 1-((3,3-difluorocyclopentyl)methyl)-3-methoxy-4-(trifluoromethyl)-1H-pyrazole